(8,8-difluoro-2,6-diazaspiro[3.5]nonan-2-yl)(2,3-dihydro-1H-pyrrolo[1,2-a]indol-9-yl)methanone hydrochloride Cl.FC1(CNCC2(CN(C2)C(=O)C2=C3N(C=4C=CC=CC24)CCC3)C1)F